CC1=CC(=NC(=N1)N1C[C@@H](CC1)CSC1=C(C=CC=C1)C(F)(F)F)C(=O)O |r| (±)-6-Methyl-2-(3-(((2-(trifluoromethyl)phenyl)thio)methyl)pyrrolidin-1-yl)pyrimidine-4-carboxylic Acid